N1=CNC2=C1C=CC(=C2)C(=O)O Z-benzo[d]imidazole-5-carboxylic acid